C(C)C(CC=1C(=C(C(=O)O)C=CC1)N)CCCC 2-ethylhexyl-aminobenzoic acid